C(C)(=O)NC1=CC=C(C=C1)N(C(C#C)=O)C(C(=O)NC(C)(C)C)C1=CC(=CC=C1)N N-(4-Acetamidophenyl)-N-(1-(3-aminophenyl)-2-(tert-butylamino)-2-oxoethyl)-propiolamide